C1=CC=CC=2C3=CC=CC=C3C(C12)COC(=O)N[C@H](C(=O)O)CC1=CC=NC2=CC=C(C=C12)F (S)-2-((((9H-fluoren-9-yl)methoxy)carbonyl)amino)-3-(6-fluoroquinolin-4-yl)propanoic acid